methylene(cyclopentadienyl)(2,7-diphenyl-3,6-ditert-butylfluorenyl)zirconium dichloride [Cl-].[Cl-].C=[Zr+2](C1=C(C(=CC=2C3=CC(=C(C=C3CC12)C1=CC=CC=C1)C(C)(C)C)C(C)(C)C)C1=CC=CC=C1)C1C=CC=C1